COCC1=C(C=CC(=C1)[N+](=O)[O-])OC1=CC=CC=C1 2-(methoxymethyl)-4-nitro-1-phenoxybenzene